7-bromo-1,2-dihydro-2-quinoxalinone BrC1=CC=C2N=CC(NC2=C1)=O